(8-chloro-1-hydroxynaphthalen-2-yl)boric acid ClC=1C=CC=C2C=CC(=C(C12)O)OB(O)O